9,9-dipropyloxy-2-benzyloxynonane C(CC)OC(CCCCCCC(C)OCC1=CC=CC=C1)OCCC